BrC1=C2C(=NC(=C1)Cl)C(=NN2)[N+](=O)[O-] C7-bromo-5-chloro-3-nitro-1H-pyrazolo[4,3-b]pyridine